N1N=CC(=C1)C=1C=NC2=CC=C(C=C2N1)C(=O)C=1C(=C(C=CC1)NC(=O)NC1=CC(=C(C=C1)Cl)C(F)(F)F)F 1-(3-(3-(1H-pyrazol-4-yl)quinoxaline-6-carbonyl)-2-fluorophenyl)-3-(4-chloro-3-(trifluoromethyl)phenyl)urea